BrC1=C(C(=C(C=C1)OC(F)F)F)F 1-bromo-4-(difluoromethoxy)-2,3-difluorobenzene